CC1=CC=C(C=C1)C2=CC(=NN2C3=CC=C(C=C3)S(=O)(=O)N)C(F)(F)F The molecule is a member of the class of pyrazoles that is 1H-pyrazole which is substituted at positions 1, 3 and 5 by 4-sulfamoylphenyl, trifluoromethyl and p-tolyl groups, respectively. A cyclooxygenase-2 inhibitor, it is used in the treatment of arthritis. It has a role as a cyclooxygenase 2 inhibitor and a non-narcotic analgesic. It is a sulfonamide, a member of pyrazoles and an organofluorine compound.